(E)-2-((6-((2-(aminomethyl)-3-fluoro-allyl)oxy)benzo[d]oxazol-2-yl)(benzyl)amino)-N-methylacetamide 4-methylbenzenesulfonate CC1=CC=C(C=C1)S(=O)(=O)O.NC/C(/COC1=CC2=C(N=C(O2)N(CC(=O)NC)CC2=CC=CC=C2)C=C1)=C\F